4-(((3s,4s)-3-methoxy-1-methylpiperidin-4-yl)amino)-N-((R)-1-(2-methyl-3-(trifluoromethyl)phenyl)ethyl)-6-oxo-1-(tetrahydro-2H-pyran-4-yl)-1,6-dihydropyridine-3-carboxamide CO[C@H]1CN(CC[C@@H]1NC=1C(=CN(C(C1)=O)C1CCOCC1)C(=O)N[C@H](C)C1=C(C(=CC=C1)C(F)(F)F)C)C